thiazolamide S1C(=NC=C1)C(=O)N